tert-Butyl ((S)-1-(((S)-1-cyclohexyl-2-oxo-2-((S)-2-(4-(3-(2-(2-(2-oxoethoxy)ethoxy)ethoxy)benzoyl)thiazol-2-yl)pyrrolidin-1-yl)ethyl)amino)-1-oxopropan-2-yl)(methyl)carbamate C1(CCCCC1)[C@@H](C(N1[C@@H](CCC1)C=1SC=C(N1)C(C1=CC(=CC=C1)OCCOCCOCC=O)=O)=O)NC([C@H](C)N(C(OC(C)(C)C)=O)C)=O